NC1CCC(CC1)NC(=O)C=1N(C2=CC(=CC=C2C1)C(N)=N)CC1=CC(=CC2=CC=CC=C12)C(N)=O N-((1r,4r)-4-aminocyclohexyl)-6-carbamimidoyl-1-((3-carbamoylnaphthalen-1-yl)methyl)-1H-indole-2-carboxamide